((5S,7S)-7-fluoro-5-phenyl-6,7-dihydro-5H-pyrrolo[1,2-b][1,2,4]triazol-2-yl)((S)-3-methyltetrahydrofuran-3-yl)methanone F[C@H]1C[C@H](N2N=C(N=C21)C(=O)[C@@]2(COCC2)C)C2=CC=CC=C2